methallyl α-cyanoacrylate C(#N)C(C(=O)OCC(C)=C)=C